tin zinc aluminum oxide [O-2].[Al+3].[Zn+2].[Sn+4]